FC(C12CC(C1)(C2)C(=O)N2C(CC(C2)F)C2=CC(=CC=C2)F)C2=CC=CC=C2 (3-(Fluoro(phenyl)methyl)bicyclo[1.1.1]pentan-1-yl)-(4-fluoro-2-(3-fluorophenyl)pyrrolidin-1-yl)methanone